O(C1=CC=CC=C1)C=1C=C(C=CC1)C1=NOC(C1)C(=O)N 3-(3-phenoxyphenyl)-4,5-dihydroisoxazole-5-carboxamide